platinum rhodium-platinum [Pt].[Rh].[Pt]